ClC=1C(=CC(=C(C1)NC(=O)NCC=1C=C2CN(C(C2=CC1)=O)C1C(NC(CC1)=O)=O)O)[N+](=O)[O-] 1-(5-chloro-2-hydroxy-4-nitrophenyl)-3-((2-(2,6-dioxopiperidin-3-yl)-1-oxoisoindolin-5-yl)methyl)urea